CC1(C(CC2=CC=CC=C12)NC1=CC=C(C=C1)[C@@H](C(F)(F)F)N(C(COC)=O)C)C N-((1S)-1-(4-((1,1-dimethyl-2,3-dihydro-1H-inden-2-yl)amino)phenyl)-2,2,2-trifluoroethyl)-2-methoxy-N-methylacetamide